2-[(5-BROMO-2-FORMYLPHENYL)(METHYL)AMINO]ACETAMIDE BrC=1C=CC(=C(C1)N(CC(=O)N)C)C=O